BrC=1SC(=CC1)C#CC1CC1 2-bromo-5-(cyclopropylethynyl)thiophene